bis(formyloxy ethyl) phosphate P(=O)(OCCOC=O)(OCCOC=O)[O-]